hydroxy-4-(6-hydroxy-quinoline-2-yl)-benzoic acid OC1=C(C(=O)O)C=CC(=C1)C1=NC2=CC=C(C=C2C=C1)O